rac-(4R,5R)-5-amino-4-(2-bromophenyl)-7-ethyl-1-phenyl-4H,5H-pyrazolo[3,4-b]pyridin-6-one N[C@@H]1[C@H](C2=C(N(C1=O)CC)N(N=C2)C2=CC=CC=C2)C2=C(C=CC=C2)Br |r|